1-methyl-2-(piperidin-1-ium-3-yl)imidazole CN1C(=NC=C1)C1C[NH2+]CCC1